trans-tert-Butyl (5-(2-chloro-5-((1S,3S)-2,2-dichloro-3-(3,5-dichlorophenyl)cyclopropane-1-carboxamido)benzamido)-2-fluorophenyl)(methyl)carbamate ClC1=C(C(=O)NC=2C=CC(=C(C2)N(C(OC(C)(C)C)=O)C)F)C=C(C=C1)NC(=O)[C@H]1C([C@@H]1C1=CC(=CC(=C1)Cl)Cl)(Cl)Cl